CCCCCCCCCCCCCCCCCC(=O)OC[C@H](COP(=O)([O-])OC[C@H](CO)O)OC(=O)CCCCCCC/C=C\\CCCCCCCC The molecule is a 1,2-diacyl-sn-glycero-3-phospho-(1'-sn-glycerol)(1-) in which the 1- and 2-acyl groups are specified as octadecanoyl (stearoyl) and 9Z-octadecenoyl (oleoyl) respectively; major species at pH 7.3. It is a 1,2-diacyl-sn-glycero-3-phospho-(1'-sn-glycerol)(1-) and a phosphatidylglycerol 36:1(1-). It is a conjugate base of a 1-octadecanoyl-2-(9Z-octadecenoyl)-sn-glycero-3-phospho-(1'-sn-glycerol).